C(C)OC1=C(C(=C2C(=N1)SC(=C2)C(F)(F)F)C)C(=O)NCC2=CC(=CC=C2)F 6-Ethoxy-N-[(3-fluorophenyl)-methyl]-4-methyl-2-(trifluoromethyl)-thieno[2,3-b]pyridine-5-carboxylic acid amide